[N+](=O)([O-])C1=CC=CC=2C(C=CSC21)=O 8-nitro-benzothiopyran-4-one